4-((2-((2-bromo-6,6-dimethyl-4,5,6,7-tetrahydrobenzo[d]thiazol-7-yl)amino)-3,4-dioxocyclobut-1-en-1-yl)amino)-3-hydroxy-N,N-dimethylpicolinamide BrC=1SC2=C(N1)CCC(C2NC2=C(C(C2=O)=O)NC2=C(C(=NC=C2)C(=O)N(C)C)O)(C)C